C(C)(=O)N1[C@H](CCC1)C(=O)N1[C@H](C(NC2=C(C1)C=CC=C2)=O)[C@@H](C)CC (S)-4-(acetyl-D-prolyl)-3-((S)-sec-butyl)-1,3,4,5-tetrahydro-2H-benzo[e][1,4]diazepin-2-one